N1=NC=C2N1C=CC(=C2)C(=O)N triazolo[1,5-a]pyridine-5-carboxamide